OC1=C(C(N(C=C1)C1=CC=NC=C1)=O)C(=O)O hydroxy-2-oxo-2H-[1,4'-bipyridine]-3-carboxylic acid